2-(6-cyano-1H-indol-3-yl)acetic acid ethyl ester C(C)OC(CC1=CNC2=CC(=CC=C12)C#N)=O